1,2-diphenylethane C1(=CC=CC=C1)CCC1=CC=CC=C1